8-ethyl-6-(3-isopropyl-5-(piperidin-4-yl)-1H-indol-2-yl)-7-methylimidazo[1,2-a]pyridine C(C)C=1C=2N(C=C(C1C)C=1NC3=CC=C(C=C3C1C(C)C)C1CCNCC1)C=CN2